Racemic-tert-butyl 4,4-difluoro-1-(hydroxymethyl)-6-azaspiro[2.5]octane-6-carboxylate FC1(C2(CC2CO)CCN(C1)C(=O)OC(C)(C)C)F